C(CCCCC(=O)[O-])C(=O)OCCC n-propyl 1,5-pentanedicarboxylate